N-(4-(2-((2R,5S)-2-(1-(4-bromophenyl)-3-(4-fluorophenyl)-1H-pyrazol-4-yl)-5-methyl-4-oxooxazolidin-3-yl)ethyl)-2-fluorophenyl)acetamide BrC1=CC=C(C=C1)N1N=C(C(=C1)[C@H]1O[C@H](C(N1CCC1=CC(=C(C=C1)NC(C)=O)F)=O)C)C1=CC=C(C=C1)F